(2S,3R)-1-(4,6-bis(trifluoromethyl)pyridin-2-yl)-N-(3-chloro-4-fluorophenyl)-3-hydroxy-N-(3-(pyrrolidin-1-yl)propyl)pyrrolidine-2-carboxamide FC(C1=CC(=NC(=C1)C(F)(F)F)N1[C@@H]([C@@H](CC1)O)C(=O)N(CCCN1CCCC1)C1=CC(=C(C=C1)F)Cl)(F)F